N1CCC(CC1)N1CC2(C1)CC(C2)C(=O)OC(C)(C)C tert-butyl 2-(piperidin-4-yl)-2-azaspiro[3.3]heptane-6-carboxylate